C(C)(C)(C)NC(=O)NC=1C(=CC2=C(N=C(N=C2)NC2CCOCC2)N1)OC1=C(C=C(C=C1)F)F 1-tert-butyl-3-[6-(2,4-difluoro-phenoxy)-2-(tetrahydro-pyran-4-ylamino)-pyrido[2,3-d]pyrimidin-7-yl]-urea